C(C)(C)(C)[Al](C(C)(C)C)C(C)(C)C tri-t-butylaluminum